P(=O)(OCN1N=C(C(=C1C)C1=CC=C(C=C1)NC([C@H](C(C1CC1)C1CC1)NC(=O)C=1N(N=CC1)CC)=O)C)([O-])[O-].[Na+].[Na+] disodium [4-[4-[[(2S)-3,3-dicyclopropyl-2-[(2-ethylpyrazole-3-carbonyl)amino]propanoyl]amino]phenyl]-3,5-dimethyl-pyrazol-1-yl]methyl phosphate